N-(4-(4-Bromophenyl)thiazol-2-yl)-4-fluoro-2-(2-(tetrahydro-2H-pyran-4-yl)acetamido)benzamide BrC1=CC=C(C=C1)C=1N=C(SC1)NC(C1=C(C=C(C=C1)F)NC(CC1CCOCC1)=O)=O